C(#C)C1=CC(=CC(=C1)OC)OC 1-ethynyl-3,5-dimethoxybenzene